C(C)(C)(C)OC(=O)N1CC2(C1)C[C@@H]([C@@H](CC2)OC2=CC=C1C(=NN(C1=C2)C)C=2C(=NC(=CC2)OCC2=CC=CC=C2)OCC2=CC=CC=C2)C.C(CCCCCCCCCCCCCCCCC)(=O)O stearic acid tert-butyl-(6S,7R)-7-[3-(2,6-dibenzyloxy-3-pyridyl)-1-methyl-indazol-6-yl]oxy-6-methyl-2-azaspiro[3.5]nonane-2-carboxylate